methyl 3-(2-((S)-2-amino-2-(4,4-difluorocyclohexyl)acetylamino)thiazol-5-yl)-3-(6-bromoimidazo[1,2-a]pyridin-3-yl)propanoate hydrochloride Cl.N[C@H](C(=O)NC=1SC(=CN1)C(CC(=O)OC)C1=CN=C2N1C=C(C=C2)Br)C2CCC(CC2)(F)F